methyl 10,16-dihydroxyhexadecanoate OC(CCCCCCCCC(=O)OC)CCCCCCO